3-hydroxy-2-((5-hydroxy-4-oxo-4H-pyran-2-yl)methyl)-5-(trifluoromethyl)isoindolin-1-one OC1N(C(C2=CC=C(C=C12)C(F)(F)F)=O)CC=1OC=C(C(C1)=O)O